C(C1=CC=CC=C1)OCC[C@@H]1CCC(N1S(=O)(=O)C1=CC=C(C)C=C1)=O (S)-5-(2-(benzyloxy)ethyl)-1-tosylpyrrolidin-2-one